C(C)OC(=O)C1=C(N=C(S1)NC1=NC(=CC(=N1)CC(=O)N1CCC(CC1)O)NCC1=CC=C(C=C1)S(N)(=O)=O)C 2-[[4-[2-(4-hydroxypiperidin-1-yl)-2-oxo-ethyl]-6-(4-sulfamoyl-benzylamino)-2-pyrimidinyl]amino]-4-methyl-5-thiazolecarboxylic acid ethyl ester